1,3-dibutyl-imidazole hydrobromide Br.C(CCC)N1CN(C=C1)CCCC